C(C)(C)(C)OC(=O)N1[C@@H]2[C@@H](NC[C@H]1CC2)CO.C(C)O\C(=C/C)\C2=C1C=C(N=CC1=C(N=C2)NC)NC(=O)C2CC2 (Z)-N-(5-(1-ethoxyprop-1-en-1-yl)-8-(methylamino)-2,7-naphthyridin-3-yl)cyclopropanecarboxamide tert-butyl-(1S,2R,5R)-2-(hydroxymethyl)-3,8-diazabicyclo[3.2.1]octane-8-carboxylate